NC(C(=O)O)C(C)C=1OC=NN1 2-amino-3-(1,3,4-oxadiazol-2-yl)butanoic acid